1-(8-(((5,6-dichloro-1H-benzo[d]imidazol-2-yl)methyl)(4-methoxybenzyl)amino)-3-(trifluoromethyl)imidazo[1,2-b]pyridazin-6-yl)azetidine ClC1=CC2=C(NC(=N2)CN(C=2C=3N(N=C(C2)N2CCC2)C(=CN3)C(F)(F)F)CC3=CC=C(C=C3)OC)C=C1Cl